F[C@H]1CN(C[C@@H](C1)NC1=NC=C(C=N1)C(F)(F)F)C1=NC2=C(N1C)C=C(C(=C2)NC(C=C)=O)N2CCCC2 N-(2-((3R,5R)-3-Fluoro-5-((5-(trifluoromethyl)pyrimidin-2-yl)amino)piperidin-1-yl)-1-methyl-6-(pyrrolidin-1-yl)-1H-benzo[d]imidazol-5-yl)acrylamide